O=C(CC=O)C1=C(C=CC=C1)C 3-oxo-3-(2-methylphenyl)-propanal